6,8-dibromo-2-(trifluoromethyl)quinoline BrC=1C=C2C=CC(=NC2=C(C1)Br)C(F)(F)F